2-(1-acryloyl-4-(7-(indolin-1-yl)-2-(3-morpholinoazetidin-1-yl)-5,6,7,8-tetrahydroquinazolin-4-yl)piperazin-2-yl)acetonitrile C(C=C)(=O)N1C(CN(CC1)C1=NC(=NC=2CC(CCC12)N1CCC2=CC=CC=C12)N1CC(C1)N1CCOCC1)CC#N